(12aR)-9-bromo-8-chloro-3,4,12,12a-tetrahydro-6H-pyrazino[2,1-c][1,4]benzooxazepine-2(1H)-carboxylic acid tert-butyl ester C(C)(C)(C)OC(=O)N1C[C@@H]2COC3=C(CN2CC1)C=C(C(=C3)Br)Cl